7-methoxy-8-(3-morpholinopropoxy)-2,3-dihydroimidazo[1,2-c]quinazolin COC1=C(C=CC=2C=3N(C=NC12)CCN3)OCCCN3CCOCC3